C(C)(C)(C)NS(=O)(=O)C=1C=C(C=CC1)NC(C1=C(N=C(C=C1)NC(CO)CO)N1CCC2(CC2)CC1)=O N-(3-(N-(tert-Butyl)sulfamoyl)phenyl)-6-((1,3-dihydroxypropan-2-yl)amino)-2-(6-azaspiro[2.5]octan-6-yl)nicotinamide